FC1(CCN(CC1)C)C1=NN=C2N1C=CC(=C2OC)I 3-(4-Fluoro-1-methylpiperidin-4-yl)-7-iodo-8-methoxy-[1,2,4]triazolo[4,3-a]pyridine